C(#N)/C(/C(=O)OCC1COC1)=C\C1=CN(C2=NC=CC=C21)CC2=CC(=CC=C2)C(F)(F)F Oxetan-3-ylmethyl (E)-2-cyano-3-(1-(3-(trifluoromethyl)benzyl)-1H-pyrrolo[2,3-b]pyridin-3-yl)acrylate